CN(C/C=C/C(=O)N1CC=2N(CC1)N=C(C2C2=C1C(=NC=C2)NC=C1C)C1=CC2=C(C=C(S2)F)C=C1)C (2E)-4-(dimethylamino)-1-[2-(2-fluoro-1-benzothiophen-6-yl)-3-(3-methyl-1H-pyrrolo[2,3-b]pyridin-4-yl)-6,7-dihydropyrazolo[1,5-a]pyrazin-5(4H)-yl]but-2-en-1-one